[Si](C)(C)(C(C)(C)C)O[C@@H]1C(N([C@H](C1)C1=CC=CC=C1)NC(C(=O)OCC)=N)=O ethyl 2-[[trans-3-[tert-butyl (dimethyl) silyl] oxy-2-oxo-5-phenyl-pyrrolidin-1-yl] amino]-2-imino-acetate